methyl 5-(bromomethyl)-2-fluoro-4-methoxybenzoate BrCC=1C(=CC(=C(C(=O)OC)C1)F)OC